CN(C(C)=O)C=1C(=NC=C(C1)C(F)(F)F)NC1=NC(=NS1)C=1C=C2C(=CN1)N(C(C2(C)C)=O)C N-Methyl-N-(5-(trifluoromethyl)-2-((3-(1,3,3-trimethyl-2-oxo-2,3-dihydro-1H-pyrrolo[2,3-c]pyridin-5-yl)-1,2,4-thiadiazol-5-yl)amino)pyridin-3-yl)acetamide